ClC1=C(N=C2N(C1=O)C=C(N=C2C2=C(C=C(C#N)C=C2)F)[C@H]2C[C@@H](OCC2)C=2C=NN(C2)C2CC2)C 4-(3-chloro-7-((2R,4R)-2-(1-cyclopropyl-1H-pyrazol-4-yl)tetrahydro-2H-pyran-4-yl)-2-methyl-4-oxo-4H-pyrazino[1,2-a]pyrimidin-9-yl)-3-fluorobenzonitrile